C(C)(C)(C)OC(=O)N(NC1=NC(=NC=C1C(N)=O)Cl)C1CCC(CC1)NC(=O)OCC1=CC=CC=C1 (4-(((benzyloxy)carbonyl)amino)cyclohexyl)-2-(5-carbamoyl-2-chloropyrimidin-4-yl)hydrazine-1-carboxylic acid tert-butyl ester